2-methyl-6-(trifluoromethyl)-2H-pyrazolo[3,4-d]pyrimidin CN1N=C2N=C(N=CC2=C1)C(F)(F)F